S.O1C(=O)C=CC2=CC=CC=C12 coumarin compound with hydrogen sulfide